(1S,3S)-3-((6-(5-(((4-carbamoyl-6-cyclobutylpyrimidin-2-yl)amino)methyl)-1-methyl-1H-1,2,3-triazol-4-yl)-2-methyl-pyridin-3-yl)oxy)cyclohexanecarboxylic acid C(N)(=O)C1=NC(=NC(=C1)C1CCC1)NCC1=C(N=NN1C)C1=CC=C(C(=N1)C)O[C@@H]1C[C@H](CCC1)C(=O)O